3-(2,4-difluorophenyl)-N-(1-(3-fluoro-5-(2,2,2-trifluoroethoxy)-phenyl)cyclopropyl)-3-hydroxybutanamide FC1=C(C=CC(=C1)F)C(CC(=O)NC1(CC1)C1=CC(=CC(=C1)OCC(F)(F)F)F)(C)O